C(C)(C)(C)C1NCC12OCC(C2)N2CCC(CC2)C tert-butyl-7-(4-methylpiperidin-1-yl)-5-oxa-2-azaspiro[3.4]octane